ClC1=C(C=C(C=2CCOC21)[C@@H]([C@H]2[C@H]([C@H]1[C@H](OC(O1)(C)C)O2)O)O)CC2=CC=C(C=C2)OCC (3aS,5S,6R,6aS)-5-((S)-(7-chloro-6-(4-ethoxybenzyl)-2,3-dihydrobenzofuran-4-Yl)(hydroxy)methyl)-2,2-dimethyltetrahydrofuro[2,3-d][1,3]Dioxole-6-ol